(7-(8-ethyl-7-fluoro-3-hydroxynaphthalen-1-yl)-6,8-difluoro-2-(((2r,7as)-2-fluorohexahydro-1H-pyrrolizin-7a-yl)methoxy)quinazolin-4-yl)-1,3,7-triazaspiro[4.5]decan-2-one C(C)C=1C(=CC=C2C=C(C=C(C12)C1=C(C=C2C(=NC(=NC2=C1F)OC[C@]12CCCN2C[C@@H](C1)F)N1C(NCC12CNCCC2)=O)F)O)F